(S)-(5-(6-(3-hydroxypyrrolidin-1-yl)-1H-benzo[d]imidazol-2-yl)-1H-pyrrol-3-yl)(2-(trifluoromethyl)phenyl)methanone O[C@@H]1CN(CC1)C=1C=CC2=C(NC(=N2)C2=CC(=CN2)C(=O)C2=C(C=CC=C2)C(F)(F)F)C1